C1(=CC=C(C=C1)C1=C2C=CC=CC2=C(C2=CC=CC=C12)B(O)O)C1=CC=CC=C1 (10-([1,1'-biphenyl]-4-yl)anthracene-9-yl)boronic acid